sulfo-succinimide S(=O)(=O)(O)C1C(=O)NC(C1)=O